tert-butyl (2-(2-(4-fluorophenyl)-6-(2-hydroxy-1-(1-methyl-3-(thiazol-4-yl)-1H-pyrazole-5-carboxamido)butan-2-yl)pyridin-4-yl)propan-2-yl)carbamate FC1=CC=C(C=C1)C1=NC(=CC(=C1)C(C)(C)NC(OC(C)(C)C)=O)C(CNC(=O)C1=CC(=NN1C)C=1N=CSC1)(CC)O